6-(7-Azabicyclo[2.2.1]heptane-7-yl)-4-chloro-2,3-dihydro-1H-pyrrolo[3,4-c]pyridin-1-one C12CCC(CC1)N2C2=CC1=C(C(=N2)Cl)CNC1=O